NC[C@@H]1CC[C@H](CC1)C=O trans-4-(aminomethyl)cyclohexane-1-carbaldehyde